4-(4-((1-((3-fluorophenyl)sulfonyl)azetidin-3-yl)sulfonyl)-3,4-dihydro-2H-pyrido[4,3-b][1,4]-oxazin-8-yl)benzonitrile FC=1C=C(C=CC1)S(=O)(=O)N1CC(C1)S(=O)(=O)N1C2=C(OCC1)C(=CN=C2)C2=CC=C(C#N)C=C2